O[C@H]1[C@H](O[C@@]2([C@@H](CCO2)NC(CC2=CC(=CC=C2)F)=O)[C@@H]([C@H]1N1N=NC(=C1)C1=CC(=C(C(=C1)F)F)F)O)CO N-((4R,5S,7R,8R,9S,10R)-8,10-dihydroxy-7-(hydroxymethyl)-9-(4-(3,4,5-Trifluorophenyl)-1H-1,2,3-triazol-1-yl)-1,6-dioxaspiro[4.5]decan-4-yl)-2-(3-fluorophenyl)acetamide